4,4''-bis[N-(1-anthryl)-N-phenylamino]-p-terphenyl C1(=CC=CC2=CC3=CC=CC=C3C=C12)N(C1=CC=CC=C1)C1=CC=C(C=C1)C1=CC=C(C=C1)C1=CC=C(C=C1)N(C1=CC=CC2=CC3=CC=CC=C3C=C12)C1=CC=CC=C1